ClC1(C=C(N=C(N1)N1CCOCC1)NCC(C)(O)C)CCCl 1-(6-chloro-6-(2-chloroethyl)-2-morpholinopyrimidin-4-ylamino)-2-methylpropan-2-ol